FC(C1=CC=C(C=C1)C1(CCCC1)N)(F)F 1-(4-(trifluoromethyl)phenyl)cyclopentan-1-amine